spiro[2H-thieno[2,3-b]thiophene-3,3'-azetidine]-4-carbonitrile N1CC2(C1)CSC=1SC=C(C12)C#N